C(C)(C)(C)[Sb](OCC)OCC t-butylbisethoxyantimony